CC1(N2CC3(COC4=CC=C(C(NS(CCCC=CCC5CCC15)(=O)=O)=O)C=C24)CCCC2=CC=CC=C23)C dimethyl-3,4-dihydro-2H,15'H-spiro[naphthalene-1,22'-[20]oxa[13]thia[1,14]diazatetracyclo[14.7.2.0~3,6~.0~19,24~]pentacosa[8,16,18,24]tetraen]-15'-one 13',13'-dioxide